ClC1=CC2=C(CCO2)C=C1NC1=NC=C2N(C(N(C2=N1)C1CC(CCC1)O)=O)C 2-((6-chloro-2,3-dihydrobenzofuran-5-yl)amino)-9-(3-hydroxycyclohexyl)-7-methyl-7,9-dihydro-8H-purin-8-one